methyl 3-amino-5-(trifluoromethyl)pyridine-2-carboxylate NC=1C(=NC=C(C1)C(F)(F)F)C(=O)OC